NC1=NC=CC=C1S(=O)(=O)NC(=O)C=1C(=NC(=CC1)C1=C(C=CC(=C1)C)C)N1C(C[C@@H](C1)C)(C)C N-[(2-Amino-3-pyridyl)sulfonyl]-6-(2,5-dimethylphenyl)-2-[(4S)-2,2,4-trimethylpyrrolidin-1-yl]pyridin-3-carboxamid